methyl (2S,4S)-1-(4-(benzyloxy)-5-methoxy-2-nitrobenzoyl)-4-(methoxy)pyrrolidine-2-carboxylate C(C1=CC=CC=C1)OC1=CC(=C(C(=O)N2[C@@H](C[C@@H](C2)OC)C(=O)OC)C=C1OC)[N+](=O)[O-]